C1(=C(C(=C(C(=C1[2H])[2H])[2H])[2H])[2H])C1=C(C(=CC=C1)C1=C(C(=C(C(=C1[2H])[2H])[2H])[2H])[2H])NC=1C(=CC=CC1)NC1=CC(=CC(=C1)B(C1=C(C=C(C=C1C)C)C)C1=C(C=C(C=C1C)C)C)OC1=CC=2N(C3=CC=CC=C3C2C=C1)C1=NC=CC(=C1)C(C)(C)C N1-([1,1':3',1''-terphenyl]-2'-yl-2,2'',3,3'',4,4'',5,5'',6,6''-d10)-N2-(3-((9-(4-(tert-butyl)pyridin-2-yl)-9H-carbazol-2-yl)oxy)-5-(dimesitylboraneyl)phenyl)benzene-1,2-diamine